[6-(1-tert-butylpyrazol-4-yl)-5-methylpyridin-3-yl]-[4-(5-chloro-[1,3]oxazolo[4,5-b]pyridin-2-yl)piperazin-1-yl]methanone C(C)(C)(C)N1N=CC(=C1)C1=C(C=C(C=N1)C(=O)N1CCN(CC1)C=1OC=2C(=NC(=CC2)Cl)N1)C